CP(C=1C=CC=C2C(=CNC12)C1=NC(=NC=C1C(F)(F)F)N[C@@H]1C[C@@H](CCC1)NC)(C)=O cis-dimethyl(3-(2-((3-(methylamino)cyclohexyl)amino)-5-(trifluoromethyl)pyrimidin-4-yl)-1H-indol-7-yl)phosphine oxide